C(C)(C)C=1C=C(C=CC1)B(O)O 3-isopropyl-benzeneboronic acid